3-fluoro-6-(2,2-difluorovinyl)bromobenzene FC=1C=C(C(=CC1)C=C(F)F)Br